6-(4-bromophenyl)-6,7-dihydro-5H-pyrrolo[3,4-b]pyridin-5-one BrC1=CC=C(C=C1)N1CC2=NC=CC=C2C1=O